C(C1=CC=CC=C1)O[C@@H]([C@@H](C(=O)N1C2(CNC2=O)CN(CC1)C)NC(OCC1=CC=CC=C1)=O)C benzyl ((2S,3R)-3-(benzyloxy)-1-(8-methyl-1-oxo-2,5,8-triazaspiro[3.5]nonan-5-yl)-1-oxobutan-2-yl)carbamate